2-(7-fluoro-4-(methoxymethoxy)benzofuran-5-yl)-4,4,5,5-tetramethyl-1,3,2-dioxaborolane FC1=CC(=C(C=2C=COC21)OCOC)B2OC(C(O2)(C)C)(C)C